COC=1C=C2C=C(NC2=CC1)S(=O)(=O)C1=CC=CC=C1 5-methoxy-2-(phenylsulfonyl)-1H-indole